ClC1=NC=C(C(=C1)C=1N[C@@H](CCN1)CC1=C(C=C(C=C1)C)C)OC1=CC(=CC=C1)C(F)(F)F |r| rac-(6R)-2-[2-chloro-5-[3-(trifluoromethyl)phenoxy]-4-pyridyl]-6-[(2,4-dimethylphenyl)methyl]-1,4,5,6-tetrahydropyrimidine